C(C)(C)N1N=C(C(=C1C)O)C1=CC=C(C=C1)SC1=CC=CC=C1 1-isopropyl-3-(4-(phenylthio)phenyl)-5-methyl-pyrazol-4-ol